secondary hexyl ether C(C)(CCCC)OC(C)CCCC